[I-].[I-].[I-].[I-].CN1C(OC2=C1C=CC=C2)C=C2C=C[NH2+]C1=CC=CC=C21.CN2C(OC1=C2C=CC=C1)C=C1C=C[NH2+]C2=CC=CC=C12 bis[4-[[3-methyl-benzo-1,3-oxazol-2-yl]methylidene]-1,4-dihydroquinolinium] tetraiodide